C(C)(C)(C)OC(=O)C1=CC=C(C=C1)[C@@H]1CN(CC[C@H]1CO)C(=O)OC(C)(C)C |r| racemic-tert-butyl (3R*-4R*)-3-(4-(tert-butoxycarbonyl)phenyl)-4-(hydroxymethyl)piperidine-1-carboxylate